1-[4-methoxybenzyl]-3-[3-oxopiperazin-1-yl]pyrazin-2(1H)-one COC1=CC=C(CN2C(C(=NC=C2)N2CC(NCC2)=O)=O)C=C1